Trans-3-methoxy-1-(5-(2-(piperidin-4-ylmethylamino)cyclopropyl)indolin-1-yl)propan-1-one COCCC(=O)N1CCC2=CC(=CC=C12)[C@H]1[C@@H](C1)NCC1CCNCC1